N1N=CC=C1C=1C=C(C=NC1)COC1=CN=C(C=C1C=O)OC 5-((5-(1H-pyrazol-5-yl)pyridin-3-yl)methoxy)-2-methoxyisonicotinaldehyde